C(C)(C)(C)OC(NC1CCC(CC1)[C@H](C)N)=O (S)-(4-(1-aminoethyl)cyclohexyl)carbamic acid tert-butyl ester